C1(CC1)C=1N(C(=C(C1C(=O)NC1=CC(=C(C=C1)F)C)C)C(C(=O)NC1CCC(CC1)O)=O)C 2-cyclopropyl-N-(4-fluoro-3-methylphenyl)-5-(2-(((1s,4s)-4-hydroxycyclohexyl)amino)-2-oxoacetyl)-1,4-dimethyl-1H-pyrrole-3-carboxamide